3-(5-(pyridin-2-yl)-2H-indazol-2-yl)piperidine-1-carboxylic acid tert-butyl ester C(C)(C)(C)OC(=O)N1CC(CCC1)N1N=C2C=CC(=CC2=C1)C1=NC=CC=C1